2-((4-(diethylamino)benzyl)amino)ethanol tert-butyl-2,3,3a,4,6,6a-hexahydro-1H-pyrrolo[3,4-c]-pyrrole-5-carboxylate C(C)(C)(C)C1NCC2C1CN(C2)C(=O)OCCNCC2=CC=C(C=C2)N(CC)CC